tert-butyl 3-(4-(5-chloro-2-formylphenoxy)phenyl)-5,6-dihydro-[1,2,4]triazolo[4,3-a]pyrazine-7(8H)-carboxylate ClC=1C=CC(=C(OC2=CC=C(C=C2)C2=NN=C3N2CCN(C3)C(=O)OC(C)(C)C)C1)C=O